2-(2-((2-((2-(4-(trifluoromethoxy)phenyl)-1H-benzo[d]imidazol-1-yl)methyl)benzyl)oxy)phenyl)acetic acid FC(OC1=CC=C(C=C1)C1=NC2=C(N1CC1=C(COC3=C(C=CC=C3)CC(=O)O)C=CC=C1)C=CC=C2)(F)F